N-(4-(1,4-oxazepan-4-carbonyl)phenyl)-6-aminoquinoline-3-carboxamide hydrochloride Cl.O1CCN(CCC1)C(=O)C1=CC=C(C=C1)NC(=O)C=1C=NC2=CC=C(C=C2C1)N